tert-butyl 4-(2-(2,6-dioxopiperidin-3-yl)-4-methoxy-3-oxo-2,3-dihydro-1H-pyrrolo[3,4-c]pyridin-6-yl)piperazine-1-carboxylate O=C1NC(CCC1N1C(C=2C(=NC(=CC2C1)N1CCN(CC1)C(=O)OC(C)(C)C)OC)=O)=O